C(C)(C)(C)OC(=O)N1CCN(CC1)C1=CC(=C(C=C1)B1OC(C(O1)(C)C)(C)C)OC(F)(F)F.C(C)(C)(C)P(C1=CC(=CC(=C1)OCC(F)(F)F)OCC(F)(F)F)C(C)(C)C di(tert-butyl)(3,5-bis(trifluoroethoxy)phenyl)phosphine tert-butyl-4-[4-(4,4,5,5-tetramethyl-1,3,2-dioxaborolan-2-yl)-3-(trifluoromethoxy)phenyl]piperazine-1-carboxylate